BrC1=CC(=C(C(=C1)NC[C@H]1OCC1)[N-]CCN1CCC(CC1)OC1=CC(=CC=C1)COC1=C(C=C(C=C1)C#N)F)C (S)-N-(4-bromo-2-methyl-6-((oxetane-2-ylmethyl)amino)phenyl)-2-(4-(3-((4-cyano-2-fluorophenoxy)methyl)phenoxy)piperidin-1-yl)ethyl-Amide